rac-(7S)-7-tert-butyl-N-[rac-(1R)-1-[4-(4-hydroxyphenyl)phenyl]-3-(4-hydroxypiperidin-1-ium-1-yl)propyl]-5,6,7,8-tetrahydrothiazolo[5,4-b]quinoline-2-carboxamide C(C)(C)(C)[C@@H]1CC=2C=C3C(=NC2CC1)SC(=N3)C(=O)N[C@H](CC[NH+]3CCC(CC3)O)C3=CC=C(C=C3)C3=CC=C(C=C3)O |r|